2,4,6-trimethylbenzoyl-diphenyl-oxygen phosphorus [P].CC1=C(C(=O)C2=C(C=CC=C2)OC2=CC=CC=C2)C(=CC(=C1)C)C